N-bromotryptophan BrN[C@@H](CC1=CNC2=CC=CC=C12)C(=O)O